2-(7-bromoheptyl)-2-methyl-1,3-dioxolane BrCCCCCCCC1(OCCO1)C